C(C1=CC=CC=C1)O[C@@H]1C(O[C@@H]2OC(O[C@@H]21)(C)C)(CO)CO [(3aR,6S,6aR)-6-benzyloxy-5-(hydroxymethyl)-2,2-dimethyl-6,6a-dihydro-3aH-furo[2,3-d][1,3]dioxol-5-yl]methanol